C(CCCCCCCCCCCCCCC)C(=C(C(=O)O)CCCCCCCCCCCCCCCC)CCCCCCCCCCCCCCCCC(=O)O dipalmityl-1,18-octadecenedicarboxylic acid